BrC1=CC=C(C=C1)N1N=NC=C1 1-(4-bromophenyl)-1,2,3-triazole